C(C)OC(=O)C=1N=C(OC1C1=CC(=CC=C1)C#N)C1=CC=C(C=C1)C(F)(F)F 5-(3-cyanophenyl)-2-(4-(trifluoromethyl)phenyl)Oxazole-4-carboxylic acid ethyl ester